BrC=1C(=C2C(=NC1)N(CC21C(C1)C1=CC=CC=C1)COCC[Si](C)(C)C)Cl 5'-Bromo-4'-chloro-2-phenyl-1'-((2-(trimethylsilyl)ethoxy)methyl)spiro[cyclopropane-1,3'-pyrrolo[2,3-b]pyridin]